NC=1C=C(SC1CC)S(=O)(=O)NC1=NC(=CC=C1)F 4-amino-5-ethyl-N-(6-fluoropyridin-2-yl)thiophene-2-sulfonamide